ClC=1C=C(C=C(C1)NS(=O)(=O)C)NC(=O)C=1SC(=C(C1)C1=NC=C(C=N1)OC(CO)C)C N-(3-chloro-5-(methylsulfonamido)phenyl)-4-(5-((1-hydroxypropan-2-yl)oxy)pyrimidin-2-yl)-5-methylthiophene-2-carboxamide